ClC=1C=C(C=CC1F)C1=NC=CC=C1C1=NC=2N(C=C1)N=CC2C(=O)NC2CCN(CC2)C 5-(2-(3-Chloro-4-fluorophenyl)pyridin-3-yl)-N-(1-methylpiperidin-4-yl)pyrazolo[1,5-a]pyrimidine-3-carboxamide